S(=O)(=O)(ON1[C@@H]2CC[C@H](N(C1=O)C2)C(NC(=O)[C@H]2CN(CC2)C(C)=O)=N)[O-].[Na+] Sodium (2S,5R)-2-(N-((R)-1-acetylpyrrolidine-3-carbonyl)carbamimidoyl)-7-oxo-1,6-diazabicyclo[3.2.1]octan-6-yl Sulfate